C(C)OC(C(C(=O)OCC)=COCC)=O 2-(ethoxymethylene)malonic acid 1,3-diethyl ester